tert-butyl (3-((5-(4-(trifluoromethyl)phenyl)-2-naphthamido)methyl)phenyl)carbamate FC(C1=CC=C(C=C1)C1=C2C=CC(=CC2=CC=C1)C(=O)NCC=1C=C(C=CC1)NC(OC(C)(C)C)=O)(F)F